2-(4,6-dimethylpyrazolo[1,5-a]pyrazin-2-yl)-7-[(8aR)-hexahydropyrrolo[1,2-a]pyrazin-2(1H)-yl]-4H-pyrido[1,2-a]pyrimidin-4-one CC=1C=2N(C=C(N1)C)N=C(C2)C=2N=C1N(C(C2)=O)C=C(C=C1)N1C[C@@H]2N(CC1)CCC2